CN(C1=CC=NC=C1)C 4-Dimethylamino-pyridin